C[Si](C1=CC=C(C=O)C=C1)(C1=CC=C(C=O)C=C1)C 4,4'-(dimethylsilanediyl)dibenzoaldehyde